OCC1(CCCCC1)CO 1,1-bis(hydroxy-methyl)-cyclohexane